CN1CCN(CC1)C(=O)C1=CC(=NC(=C1)C=1N=NN(C1)C=1C(=C(C(=O)O)C=CC1)O)C=1N=NN(C1)C=1C(=C(C(=O)O)C=CC1)O 4'-((4-(4-methylpiperazine-1-carbonyl)pyridine-2,6-diyl)bis(1H-1,2,3-triazole-4,1-diyl))bis(2-hydroxybenzoic acid)